C(CC#CCCCC)OC(CCCCC#N)OCCC#CCCCC 6,6-bis(oct-3-yn-1-yloxy)hexanenitrile